Bis(4-(3,5-dibromophenoxy)phenyl)methanone BrC=1C=C(OC2=CC=C(C=C2)C(=O)C2=CC=C(C=C2)OC2=CC(=CC(=C2)Br)Br)C=C(C1)Br